FC=1C=C(C=C(C1)F)[C@@H]1CC=NN1C(=O)N1CC(C1)OC=1SC=C(N1)C1=C(C=NN1C)C (S)-(5-(3,5-difluorophenyl)-4,5-dihydro-1H-pyrazol-1-yl)(3-((4-(1,4-dimethyl-1H-pyrazol-5-yl)thiazol-2-yl)oxy)azetidin-1-yl)methanone